FC1CN(C1)CCCC1=NN=CO1 5-[3-(3-fluoroazetidin-1-yl)propyl]-1,3,4-oxadiazole